2,4-bis[(dodecylthio)methyl]o-cresol C(CCCCCCCCCCC)SCC1(CC(=CC=C1O)CSCCCCCCCCCCCC)C